2-bromo-1-(5-methyl-1H-indol-3-yl)ethan-1-one BrCC(=O)C1=CNC2=CC=C(C=C12)C